BrC1=CC=C(OC2(COC2)C)C=C1 3-(4-bromophenoxy)-3-methyloxetan